[Si](C)(C)(C(C)(C)C)OCC12CC(C1)(C2)C(=O)O 3-((tert-butyldimethylsilyloxy)methyl)bicyclo[1.1.1]pentane-1-carboxylic acid